(1S,3R)-3-({4-[4-(difluoromethyl)-2-(methoxymethoxy)phenyl]-5,7-dihydrofuro[3,4-d]pyridazin-1-yl}amino)cyclohexan-1-ol FC(C1=CC(=C(C=C1)C=1C2=C(C(=NN1)N[C@H]1C[C@H](CCC1)O)COC2)OCOC)F